3-(5-acetyl-4,5,6,7-tetrahydropyrazolo[1,5-a]pyrazin-2-ylamino)-1-methyl-5-(4,4,5,5-tetramethyl-1,3,2-dioxaborolan-2-yl)pyridin-2(1H)-one C(C)(=O)N1CC=2N(CC1)N=C(C2)NC=2C(N(C=C(C2)B2OC(C(O2)(C)C)(C)C)C)=O